N-(4-(isopropylamino)benzyl)-5-(methylsulfonyl)thiophene-2-carboxamide C(C)(C)NC1=CC=C(CNC(=O)C=2SC(=CC2)S(=O)(=O)C)C=C1